IC1=CC=C(C(=O)OCC2=C[C@H]3[C@H]4[C@@H](O2)OC([C@@H]3C=C4)=O)C=C1 ((1S,4aS,5R,7aS)-8-oxo-1,4a,5,7a-tetrahydro-1,5-(epoxymethano)cyclopenta[c]pyran-3-yl)methyl 4-iodobenzoate